4-sulpho-2,7-naphthalenedicarboxylic acid S(=O)(=O)(O)C1=CC(=CC2=CC(=CC=C12)C(=O)O)C(=O)O